C(C=C)(=O)OC1=C(C=C(C=C1C(C)(CC)C)C(C)(CC)C)C(C)C1=C(C(=CC(=C1)C(C)(CC)C)C(C)(CC)C)O 2-{1-[2-hydroxy-3,5-bis(2-methylbutan-2-yl)phenyl]ethyl}-4,6-bis(2-methylbutan-2-yl)phenyl prop-2-Enoate